4-cyclopropyl-6-methoxybenzo[d]thiazol-2-amine C1(CC1)C1=CC(=CC2=C1N=C(S2)N)OC